C(C)(C)(C)OC(NCC(=CF)COOC=1C=C2CCNC(C2=CC1)=O)=O.CC1=CC2=C(C3=CC=CC=C3C(=C2C=C1)C(=O)OCCCCCC)C(=O)OCCCCCC 2-methyl-9,10-bis(n-hexyloxycarbonyl)anthracene t-butyl-N-[3-fluoro-2-[(1-oxo-3,4-dihydro-2H-isoquinolin-6-oxy)oxymethyl]allyl]carbamate